7-(4-fluorophenyl)-6,8-dioxo-3,4,6,8,12,12a-hexahydro-2H-pyrido[1',2':4,5]Pyrazino[2,1-b][1,3]oxazine-9-carboxylic acid ethyl ester C(C)OC(=O)C=1C(C(=C2N(CC3OCCCN3C2=O)C1)C1=CC=C(C=C1)F)=O